FC([C@@H](COCC1=CC=C(C=C1)OC)O)(F)F (R)-1,1,1-trifluoro-3-((4-methoxybenzyl)oxy)propan-2-ol